1-cyclobutyl-5-((2S,3R,4S,5R)-3,4-dihydroxy-5-(hydroxymethyl)tetrahydrofuran-2-yl)pyrimidine C1(CCC1)N1CN=CC(=C1)[C@@H]1O[C@@H]([C@H]([C@H]1O)O)CO